5-(4-Chloro-2-fluorophenoxy)-1-(oxan-4-yl)pyrazole-4-carboxylic acid ClC1=CC(=C(OC2=C(C=NN2C2CCOCC2)C(=O)O)C=C1)F